(S)-N-(7-(3-Methoxy-3-methylbut-1-yn-1-yl)-5-methyl-4-oxo-2,3,4,5-tetrahydrobenzo[b][1,4]oxazepin-3-yl)-4-phenoxypicolinamid COC(C#CC1=CC2=C(OC[C@@H](C(N2C)=O)NC(C2=NC=CC(=C2)OC2=CC=CC=C2)=O)C=C1)(C)C